C(#N)C1(CCOCC1)C1=CC=C(C=C1)C1=CC(=C(C(=C1)N(C1CCOCC1)CC)C)C(=O)NCC=1C(NC(=CC1C)C)=C=O 4'-(4-cyanotetrahydro-2H-pyran-4-yl)-N-((4,6-dimethyl-2-carbonyl-1,2-dihydropyridin-3-yl)methyl)-5-(ethyl(tetrahydro-2H-pyran-4-yl)amino)-4-methyl-[1,1'-biphenyl]-3-formamide